N-((S)-1-(2-(2-Fluoroacetyl)-2-((2-oxo-pyrrolidin-3-yl)methyl)hydrazinyl)-4-methyl-1-oxo-pentan-2-yl)-1H-indole-2-carboxamide FCC(=O)N(NC([C@H](CC(C)C)NC(=O)C=1NC2=CC=CC=C2C1)=O)CC1C(NCC1)=O